R-(3-chlorophenyl)thiazol-5-yl-methanol ClC=1C=C(C=CC1)[C@@H](O)C1=CN=CS1